Diheptyl 6,6'-((2-((6-(heptyloxy)-6-oxohexyl)(2-hydroxyethyl)amino)ethyl)azanediyl)dihexanoate C(CCCCCC)OC(CCCCCN(CCN(CCCCCC(=O)OCCCCCCC)CCCCCC(=O)OCCCCCCC)CCO)=O